C12CN(CC(O1)C2)C2=NC(=CC1=C2N=C(N=C1)N[C@H]1[C@H](COC1)NC(C=C)=O)C1=C(C(=CC(=C1Cl)OC)OC)Cl N-((3R,4S)-4-((8-(6-oxa-3-aza-bicyclo[3.1.1]heptan-3-yl)-6-(2,6-di-chloro-3,5-dimethoxyphenyl)pyrido[3,4-d]pyrimidin-2-yl)amino)tetrahydro-furan-3-yl)acrylamide